N1(CCNCCC1)C=1C=NC2=CC=C(C=C2C1)C=1N=NNC1C1=NC(=CC=C1)C 3-(1,4-diazepan-1-yl)-6-[5-(6-methyl-2-pyridyl)-1H-triazol-4-yl]quinoline